ClC=1C=CC(=NC1)S[C@@H]1CN(CC1)C1=C(C=C(C=C1)C1=C(C=CC=C1)C(C)C)C=O (S)-4-(3-((5-chloropyridin-2-yl)thio)pyrrolidin-1-yl)-2'-isopropyl-[1,1'-biphenyl]-3-carbaldehyde